2',3'-dideoxycytidine [C@@H]1(CC[C@@H](CO)O1)N1C(=O)N=C(N)C=C1